NC(C1=CC=CC=C1)C=1C(=NC=CC1)N(C)C(C)C (amino(phenyl)methyl)-N-isopropyl-N-methylpyridin-2-amine